2-methoxy-1-(9-(methyl-(7H-pyrrolo[2,3-d]pyrimidin-4-yl)amino)-3-azaspiro[5.5]undec-3-yl)ethan-1-one COCC(=O)N1CCC2(CC1)CCC(CC2)N(C=2C1=C(N=CN2)NC=C1)C